C1CC12N(CCNC2)C2=CC1=C(N=C(N=C1)NC1=CC=C(C=C1)N1CCN(CC1)C)N(C2=O)C 6-(4,7-diazaspiro[2.5]octan-4-yl)-8-methyl-2-[4-(4-methylpiperazin-1-yl)anilino]pyrido[2,3-d]pyrimidin-7-one